2-(5-chlorobenzofuran-2-yl)-2,2-difluoro-N-((1r,2r)-1-hydroxy-3-(pyrrolidin-1-yl)-1-(quinolin-6-yl)propan-2-yl)acetamide ClC=1C=CC2=C(C=C(O2)C(C(=O)N[C@@H]([C@@H](C=2C=C3C=CC=NC3=CC2)O)CN2CCCC2)(F)F)C1